(E)-tert-butyl(2-(4-(6-amino-pyridine-3-yl) buta-1-en-3-ynyl)benz[d]thiazole-6-yl) methylcarbamate CNC(OC1=CC2=C(N=C(S2)\C=C\C#CC=2C=NC(=CC2)N)C(=C1)C(C)(C)C)=O